6-morpholino-N-[[6-(tetrahydropyran-4-ylmethyl)-6-azaspiro[2.5]octan-2-yl]methyl]pyridazin-3-amine O1CCN(CC1)C1=CC=C(N=N1)NCC1CC12CCN(CC2)CC2CCOCC2